4-(2,5-Diazabicyclo[2.2.2]octan-2-yl)-7-(3-chloro-5-hydroxy-2-(trifluoromethyl)phenyl)-2-((tetrahydro-1H-pyrrolizin-7a(5H)-yl)methoxy)pyrimido[4,5-d]pyridazin-8(7H)-one C12N(CC(NC1)CC2)C2=NC(=NC=1C(N(N=CC12)C1=C(C(=CC(=C1)O)Cl)C(F)(F)F)=O)OCC12CCCN2CCC1